1-(3-Dimethylaminopropyl)-3-ethylcarbodiimide CN(CCCN=C=NCC)C